4-bromo-N-[5-(3-fluoro-1-methylpyrrol-2-yl)-1,3,4-thiadiazol-2-yl]-5-(2-methoxyethoxy)-6-oxopyran-2-carboxamide BrC=1C=C(OC(C1OCCOC)=O)C(=O)NC=1SC(=NN1)C=1N(C=CC1F)C